C(C)(C)(C)N1N=C(N=N1)C(=O)O 2-tert-butyl-2H-1,2,3,4-tetrazole-5-carboxylic acid